SC1=C(C=CC=2SC3=CC(=CC=C3SC12)SCCC1=CC=CC=C1)SCCC1=CC=CC=C1 mercapto-2,7-bis(phenylethylmercapto)thianthrene